tert-butyl 6-amino-2-fluorobiphenyl-3-yl(4-fluorobenzyl)carbamate NC1=CC=C(C(=C1C1=CC=CC=C1)F)N(C(OC(C)(C)C)=O)CC1=CC=C(C=C1)F